N1-methyl-N'-((4-(4-morpholinocyclohexyl)-1H-pyrazol-3-yl)methyl)ethane-1,2-diamine CNCCNCC1=NNC=C1C1CCC(CC1)N1CCOCC1